3-amino-4-phenoxy-5-butyrylaminobenzamide NC=1C=C(C(=O)N)C=C(C1OC1=CC=CC=C1)NC(CCC)=O